1'-cyclopropyl-5',6'-difluoro-1'H-[1,2'-bibenzo[d]imidazole]-5-carboxylic acid C1(CC1)N1C(=NC2=C1C=C(C(=C2)F)F)N2C=NC1=C2C=CC(=C1)C(=O)O